1-(3-allyl-4-(2-hydroxyethoxy)phenyl)-3-(2-(2,4-dichlorophenyl)-5-isopropyloxazol-4-yl)propan-1-one C(C=C)C=1C=C(C=CC1OCCO)C(CCC=1N=C(OC1C(C)C)C1=C(C=C(C=C1)Cl)Cl)=O